BrC1=CC(=C(C=C1)C1(NC=NC2=CC(=C(C=C12)N)N)N)F 4-(4-bromo-2-fluorophenyl)-3,4-dihydroquinazoline-4,6,7-triamine